C(C=C)(=O)N1CC(CCC1)C1=C2C=3CC4(CC4)CCC3NC2=C(C=C1F)C(=O)N 5-(1-acryloylpiperidin-3-yl)-6-fluoro-1,2,4,9-tetrahydrospiro-[carbazole-3,1'-cyclopropane]-8-carboxamide